(6R)-6-{[7-(methylsulfonyl)-2-(4-methoxyphenyl)[1,2,4]triazolo[1,5-c]quinazolin-5-yl]amino}-1,4-diazepan-5-one CS(=O)(=O)C1=CC=CC=2C=3N(C(=NC12)N[C@H]1C(NCCNC1)=O)N=C(N3)C3=CC=C(C=C3)OC